di-tert-butyl-2,3-dimethyl-1,3-propanediol ditrimethylphenylglyoxylate CC1=C(C(=C(C=C1)C(C(=O)OC(C(C(OC(C(=O)C1=C(C(=C(C=C1)C)C)C)=O)C)C)(C(C)(C)C)C(C)(C)C)=O)C)C